(S)-N-{1-[2-(Benzo[d]isoxazol-3-yl)phenyl]ethylidene}-2-methylpropane-2-sulfinamide O1N=C(C2=C1C=CC=C2)C2=C(C=CC=C2)C(C)=N[S@@](=O)C(C)(C)C